O[C@@H]1CN(CCC1)C=1C=CC(=NC1)NC=1C=CC(=C2CNC(C12)=O)C1=C2C(=NC=C1)N(C=C2)C 7-[[5-[(3S)-3-hydroxy-1-piperidyl]-2-pyridyl]amino]-4-(1-methylpyrrolo[2,3-b]pyridin-4-yl)isoindolin-1-one